C(CCCCCCCCCCCCCCC)(=O)N[C@@H](C)C(=O)[O-].[Na+] sodium N-hexadecanoyl-L-alaninate